(e)-N,N-dimethyl-2-(4-(2-phenylhydrazono)thiochroman-5-yloxy)ethanamine CN(CCOC1=C2/C(/CCSC2=CC=C1)=N/NC1=CC=CC=C1)C